salicylic acid n-octylamide C(CCCCCCC)NC(C=1C(O)=CC=CC1)=O